TETRAMETHYLSPIRO[5.5]UNDEC-8-EN-1-YL ACETATE C(C)(=O)OC1(C(C(CCC12CC=CCC2)C)(C)C)C